Cl.NC12CCC(CC1)(CC2)NC2=CC(=NC=C2C(=O)NC[C@H](C(C)(C)O)F)C2=CC=C1N2N=CC(=C1)C#N (R)-4-((4-aminobicyclo[2.2.2]oct-1-yl)amino)-6-(3-cyanopyrrolo[1,2-b]pyridazin-7-yl)-N-(2-fluoro-3-hydroxy-3-methylbutyl)nicotinamide hydrochloride